rac-(3aR,5r,6aS)-5-benzyl-2-(2-hydroxy-2-(4-(2-hydroxypropan-2-yl)phenyl)ethyl)octahydro-cyclopenta[c]pyrrol-5-ol C(C1=CC=CC=C1)C1(C[C@@H]2[C@@H](CN(C2)CC(C2=CC=C(C=C2)C(C)(C)O)O)C1)O |r|